C[SH2](C)=C=O dimethyl-λ6-Thioketone